OCC=1N=C(SC1S(=O)(=O)NC(=O)N)C(C)(C)O 1-[[4-(hydroxymethyl)-2-(2-hydroxypropan-2-yl)-1,3-thiazol-5-yl]sulfonyl]urea